C1=CC2=C3C(=CC4C2O4)C=CC5=C(C=CC1=C53)O 1-hydroxypyrene-6,7-oxide